8-amino-1,2,3,4-tetrahydronaphthalen-2-ol NC=1C=CC=C2CCC(CC12)O